CN1C(=NC2=NC=C(C=C21)C=2C1=C(C(N(C2)C)=O)NC=C1)C 4-(1,2-dimethyl-1H-imidazo[4,5-b]pyridin-6-yl)-6-methyl-1,6-dihydro-7H-pyrrolo[2,3-c]pyridin-7-one